(S)-4-(2-(2-((5-chloro-2-(1H-tetrazol-1-yl)phenyl)amino)-2-oxoacetamido)-3-(pyridin-4-yl)propanamido)benzoic acid ClC=1C=CC(=C(C1)NC(C(=O)N[C@H](C(=O)NC1=CC=C(C(=O)O)C=C1)CC1=CC=NC=C1)=O)N1N=NN=C1